N-methyl-1-(5-((2-(trifluoromethyl)pyridin-3-yl)thio)-1H-imidazo[4,5-b]pyrazin-2-yl)piperidin-4-amine CNC1CCN(CC1)C1=NC=2C(=NC=C(N2)SC=2C(=NC=CC2)C(F)(F)F)N1